N1C=C(C=2C1=NC=CC2)C=2C=CC=1N(C2)C(=CN1)C1=NC(=NC=C1)NC1=CC=C(C=N1)N1CCN(CC1)C(C)=O 1-(4-(6-((4-(6-(1H-pyrrolo[2,3-b]pyridin-3-yl)imidazo[1,2-a]pyridin-3-yl)pyrimidin-2-yl)amino)pyridin-3-yl)piperazin-1-yl)ethan-1-one